CS(=O)(=O)C1CN(C1)C(=O)O[C@@H]1CC[C@H](CC1)C(N(CC12CCC(CC1)(CC2)C2=CC(=C(C=C2)OC)C)C2=NC=CC(=C2)C2=CN=C(S2)C(C)(C)C)=O 4-((4-(2-(tert-Butyl)thiazol-5-yl)pyridin-2-yl)((4-(4-methoxy-3-methylphenyl)bicyclo[2.2.2]octan-1-yl)methyl)carbamoyl)(trans-cyclohexyl) 3-(methylsulfonyl)azetidine-1-carboxylate